C(C)(C)(C)OC(=O)N1C[C@H]([C@H](C1)OCCCCCCC)C(NCCCCCCC)=O.C(CC(O)(C(=O)[O-])CC(=O)[O-])(=O)[O-].[Fe+3] IRON(III) CITRATE tert-butyl-(3R,4R)-3-(heptylcarbamoyl)-4-(heptyloxy)pyrrolidine-1-carboxylate